ethylene glycol monostearyl ether C(CCCCCCCCCCCCCCCCC)OCCO